(4-pyridyl)zinc methyl-(R)-1-(3-(4-bromophenyl)-3-((tert-butoxycarbonyl)amino)propyl)piperidine-4-carboxylate COC(=O)C1CCN(CC1)CC[C@@H](NC(=O)OC(C)(C)C)C1=CC=C(C=C1)Br.N1=CC=C(C=C1)[Zn]